5-chloro-3-ethyl-2-methylimidazo[4,5-b]pyridine ClC1=CC=C2C(=N1)N(C(=N2)C)CC